2,4-dimethylpyridinium CC1=[NH+]C=CC(=C1)C